(2R)-2-[[(2S)-2-(tert-Butoxycarbonylamino)-3-(4-fluorophenyl)propionyl]amino]-4-methyl-pentanoic acid methyl ester COC([C@@H](CC(C)C)NC([C@H](CC1=CC=C(C=C1)F)NC(=O)OC(C)(C)C)=O)=O